N-dichlorophosphoryl-5,5-dimethyloxazolidine-2,4-dione ClP(=O)(Cl)N1C(OC(C1=O)(C)C)=O